ClC=1C(=C(NC=2C3=C(N=CN2)C=CC(=N3)N3CN(CCC3)C(=O)OC(C)(C)C)C=CC1)F tert-butyl 3-[4-(3-chloro-2-fluoro-anilino)pyrido[3,2-d]pyrimidin-6-yl]hexahydropyrimidine-1-carboxylate